BrC=1C(=CC(=C(OCCOCCN2CCCC2)C1)C=1OC2=C(C=CC=C2C(C1)=O)Cl)C (2R)-1-[2-[2-[5-Bromo-2-(8-chloro-4-oxochromen-2-yl)-4-methylphenoxy]ethoxy]ethyl]pyrrolidin